ethyl 5-bromo-3-((2-(2-ethoxy-2-oxoethyl)phenoxy)methyl)benzo[b]thiophene-2-carboxylate BrC1=CC2=C(SC(=C2COC2=C(C=CC=C2)CC(=O)OCC)C(=O)OCC)C=C1